C(C1=CC=CC=C1)(=O)C1N(CCCC1)N1CCCCC1 benzoylpiperidinyl-piperidine